3-chloro-N-((1-(trifluoromethyl)cyclopropyl)methyl)pyridineamide ClC=1C(=NC=CC1)C(=O)NCC1(CC1)C(F)(F)F